2-(2-((9-bromo-1-methyl-6,7-dihydro-5H-benzo[c][1,2,3]triazolo[1,5-a]azepin-7-yl)amino)phenoxy)ethan-1-ol BrC1=CC2=C(C=3N(CCC2NC2=C(OCCO)C=CC=C2)N=NC3C)C=C1